(((2-(dimethylamino)ethyl)amino)methylene)-5-phenylcyclohexane-1,3-dione CN(CCNC=C1C(CC(CC1=O)C1=CC=CC=C1)=O)C